(3S,4S)-N-[2-[[2-Chloro-4-[[5-[4-(cyanomethoxy)-2,3-difluorophenyl]-1-methylimidazol-2-carbonyl]amino]benzoyl]amino]ethyl]-3-hydroxypiperidin-4-carboxamid ClC1=C(C(=O)NCCNC(=O)[C@@H]2[C@@H](CNCC2)O)C=CC(=C1)NC(=O)C=1N(C(=CN1)C1=C(C(=C(C=C1)OCC#N)F)F)C